tert-Butyl 2-(4-(2-cyanopropan-2-yl)pyridin-2-yl)-5-((2-ethoxy-2-oxoethyl)thio)-1H-indole-1-carboxylate C(#N)C(C)(C)C1=CC(=NC=C1)C=1N(C2=CC=C(C=C2C1)SCC(=O)OCC)C(=O)OC(C)(C)C